2-(3-ethylsulfanylpyridin-2-yl)-1-methyl-7-methylsulfanyl-5-trifluoromethyl-1H-benzimidazole C(C)SC=1C(=NC=CC1)C1=NC2=C(N1C)C(=CC(=C2)C(F)(F)F)SC